CN1N=C2[C@@H](N(CCC2=C1C1=CC(=NN1C)C(F)(F)F)C(=O)C1=C(C=C(C=C1)C)OC)C (S)-(2,7-dimethyl-3-(1-methyl-3-(trifluoromethyl)-1H-pyrazol-5-yl)-2,4,5,7-tetrahydro-6H-pyrazolo[3,4-c]pyridin-6-yl)(2-methoxy-4-methylphenyl)methanone